di-methyl-hydroxyethyl-ammonium chlorid [Cl-].C[NH+](CCO)C